[N+](=O)([O-])C Nitro-methan